(2-((5-(1,4-dimethyl-1H-pyrazol-5-yl)pyridin-2-yl)amino)-2-oxo-1-((1r,4r)-4-(trifluoromethyl)cyclohexyl)ethyl)carbamic acid CN1N=CC(=C1C=1C=CC(=NC1)NC(C(C1CCC(CC1)C(F)(F)F)NC(O)=O)=O)C